ClC=1C(=NC(=NC1)NC=1C=NN(C1)CCC#N)C1=CC=C(C(=O)O)C=C1 4-(5-Chloro-2-((1-(2-cyanoethyl)-1H-pyrazol-4-yl)amino)pyrimidin-4-yl)benzoic Acid